[4-(3,11-dimethoxy-7H-dibenzocarbazol-7-yl)butyl]phosphoric acid COC1=CC=2C(=C3C=4C=CC(=CC4N=C3C=3C2C=CC(C3)CCCCOP(O)(O)=O)OC)C=C1